FC1(CCN(CC1)S(=O)(=O)C=1C=C(C=CC1)C(=O)N1CC2(C3=CC=CC=C13)CCCC2)F (3-((4,4-difluoropiperidin-1-yl)sulfonyl)phenyl)(spiro[cyclopentane-1,3'-indolin]-1'-yl)methanone